ClC1=NC(=C(C2=C1C(N(C2)C(=O)OC(C)(C)C)=O)F)Cl tert-Butyl 4,6-dichloro-7-fluoro-3-oxo-1H-pyrrolo[3,4-c]pyridine-2(3H)-carboxylate